4-chloro-1-((3,3-difluorocyclopentyl)methyl)-3-(trifluoromethyl)-1H-pyrazole ClC=1C(=NN(C1)CC1CC(CC1)(F)F)C(F)(F)F